N-(4-cyclohexylphenyl)-2-(morpholin-4-yl)-6-(propan-2-yl)-6,7-dihydro-5H-pyrrolo[3,4-d]pyrimidin-4-amine C1(CCCCC1)C1=CC=C(C=C1)NC=1C2=C(N=C(N1)N1CCOCC1)CN(C2)C(C)C